tert-butyl 3-hydroxy-3-[4-[[(2R)-1-[(3-methyl-2-pyridyl)methyl]piperidine-2-carbonyl]amino]phenyl]azetidine-1-carboxylate OC1(CN(C1)C(=O)OC(C)(C)C)C1=CC=C(C=C1)NC(=O)[C@@H]1N(CCCC1)CC1=NC=CC=C1C